C(C)OC(C(CC1=C(C=C(C(=C1)N1N=C(N(C1=O)C(F)F)C)F)Cl)(Cl)CC)=O ethyl-2-chloro-3-{2-chloro-5-[4-(difluoromethyl)-4,5-dihydro-3-methyl-5-oxo-1H-1,2,4-triazole-1-yl]-4-fluorophenyl}propionic acid ethyl ester